O=C(C(C(=O)O)=O)C diketobutyric acid